CC1=NC=CC=C1 2-METHYLPYRIDIN